FC=1C(=C(C=CC1)CCC(=O)OC(C)(C)C)O tert-butyl 3-(3-fluoro-2-hydroxy-phenyl)propanoate